C(#N)C1N(CSC1)C(CNC(=O)C1=CC=NC2=CC=C(C=C12)C(F)F)=O N-(2-(4-Cyanothiazolidin-3-yl)-2-oxoethyl)-6-(difluoromethyl)-quinoline-4-carboxamide